N-(3-(1-(4-aminocyclohexyl)-1H-benzo[d]imidazol-6-yl)-1H-pyrazol-5-yl)-4-((1-methylpiperidin-4-yl)amino)benzamide NC1CCC(CC1)N1C=NC2=C1C=C(C=C2)C2=NNC(=C2)NC(C2=CC=C(C=C2)NC2CCN(CC2)C)=O